C(C)(C)(C)[Si](OC1CC(C1)C1=NC=CN=C1C(F)(F)F)(C)C tert-butyl-dimethyl-[3-[3-(trifluoromethyl)pyrazin-2-yl]cyclobutoxy]silane